IC=1C=C(C=CC1C)NS(=O)=O.[Na] sodium N-(3-iodo-4-methylphenyl)sulfonamide